C1(CC1)C(C)C1=CC(=NN1)C(=O)N1C[C@H]2C([C@H]2C1)C1=NOC(C1)(C)C [5-(1-cyclopropylethyl)-1H-pyrazol-3-yl][(1R,5S,6r)-6-(5,5-dimethyl-4,5-dihydro-1,2-oxazol-3-yl)-3-azabicyclo[3.1.0]hex-3-yl]methanone